ClC1=CC=C(C=C1)C1=C(CC(CC1)(C)C)CN1CCN(CC1)C1=CC=C(C(=O)NS(=O)(=O)C2=CC=C(C=C2)CCC(=O)OC)C=C1 Methyl 3-(4-(N-(4-(4-((4'-chloro-4,4-dimethyl-3,4,5,6-tetrahydro-[1,1'-biphenyl]-2-yl)methyl)piperazin-1-yl)benzoyl)sulfamoyl)phenyl)propanoate